ClC=1C(=CC2=C([C@@H]([C@](O2)(C2=CC=CC=C2)CN[C@@H]2CC[C@H](CC2)O)O)C1C1=C(C(=O)N)C=CC(=C1F)OC(F)F)F 2-((2S,3S,4S)-5-chloro-6-fluoro-3-hydroxy-2-((((trans)-4-hydroxycyclohexyl)amino)methyl)-2-phenyl-2,3-dihydrobenzofuran-4-yl)-4-(difluoromethoxy)-3-fluorobenzamide